6-chloro-3-fluoropyridine-2-carboxylic acid 2-methylpropan-2-yl ester CC(C)(C)OC(=O)C1=NC(=CC=C1F)Cl